4-oxo-3,4-dihydroquinazoline-2-carboxylate O=C1NC(=NC2=CC=CC=C12)C(=O)[O-]